C(#CC)C1=C2C=NNC2=C(C=C1)C(=O)[O-] 4-(propane-1-yn-1-yl)-1H-indazole-7-carboxylate